4-tert-Butyl-N-(2-(pyridin-3-yl)ethyl)-1H-imidazole-1-carboxamide C(C)(C)(C)C=1N=CN(C1)C(=O)NCCC=1C=NC=CC1